(R)-5-(dimethylamino)pentane-1,2-diyldioleate hydrochloride Cl.CN(CCC[C@H](CCCCCCCCC\C=C/CCCCCCCC(=O)O)CCCCCCCC\C=C/CCCCCCCC(=O)O)C